3,4-dihydroxyphenylacetic acid methyl ester COC(CC1=CC(=C(C=C1)O)O)=O